O=C1NC(CCC1N1C(C2=CC=C(C=C2C1)N1CCN(CC1)C1CCN(CC1)C(=O)N1CCN(CC1)CCOC1=CC=C(C=C1)\C(=C(/CC)\C1=CC=CC=C1)\C1=CC=C(C=C1)B(O)O)=O)=O (E)-(4-(1-(4-(2-(4-(4-(4-(2-(2,6-dioxopiperidin-3-yl)-1-oxoisoindolin-5-yl)piperazin-1-yl)piperidine-1-carbonyl)piperazin-1-yl)ethoxy)phenyl)-2-phenylbut-1-en-1-yl)phenyl)boronic acid